5-(2-azaspiro[3.3]heptan-6-ylmethyl)-3-(difluoromethyl)-1H-pyridin-2-one C1NCC12CC(C2)CC=2C=C(C(NC2)=O)C(F)F